C(C)OC(=O)N(CCCCCC)CC1=C(C(=O)O)C=CC=C1 2-(((ethoxycarbonyl)(hexyl)amino)methyl)benzoic acid